N-(5-(6-ethoxypyrazin-2-yl)pyridin-2-yl)-4-methoxy-2-methyl-2-(6-(methylsulfonamido)pyrazin-2-yl)butanamide C(C)OC1=CN=CC(=N1)C=1C=CC(=NC1)NC(C(CCOC)(C1=NC(=CN=C1)NS(=O)(=O)C)C)=O